ethyl 3-oxo-3-[[trans-(7RS,9RS)-9-(1H-benzimidazol-2-ylamino)-3-cyclopropyl-5-(2-methylpropylsulfamoyl)-8,9-dihydro-7H-cyclopenta[h]isoquinolin-7-yl]amino]propanoate O=C(CC(=O)OCC)N[C@@H]1C[C@H](C=2C1=CC(=C1C=C(N=CC21)C2CC2)S(NCC(C)C)(=O)=O)NC2=NC1=C(N2)C=CC=C1 |r|